β-naphthyl methyl ether COC1=CC2=CC=CC=C2C=C1